COC=1C=C(C=CC1OC)COC(CC1(CC2=CC=CC=C2C1)C(=O)O)=O 2-{2-[(3,4-Dimethoxyphenyl)methoxy]-2-oxoethyl}-2,3-dihydro-1H-indene-2-carboxylic acid